C(C=C)(=O)N1C[C@@H]2COC3=C(C(N2CC1)=O)C(=NC(=C3Cl)C3=C(C=CC=C3O)F)NC=3C(=NC=NC3C(C)C)C(C)C (6aR)-8-acryloyl-4-chloro-1-((4,6-diisopropylpyrimidin-5-yl)amino)-3-(2-fluoro-6-hydroxyphenyl)-6,6a,7,8,9,10-hexahydro-12H-pyrazino[2,1-c]pyrido[3,4-f][1,4]oxazepin-12-one